2,3,5-tribromo-[1,4]dioxane BrC1OCC(OC1Br)Br